N-(3,3-difluoro-2,3-dihydro-1H-benzo[d]pyrrolo[1,2-a]imidazol-5-yl)-4-iodo-2-(6-azaspiro[2.5]octan-6-yl)benzamide FC1(CCN2C1=NC1=C2C=CC=C1NC(C1=C(C=C(C=C1)I)N1CCC2(CC2)CC1)=O)F